methyl 2-amino-6-(benzyloxy)-10-bromo-8-chloro-[1,2,4]triazolo[5,1-a]isoquinoline-5-carboxylate NC1=NN2C(C3=C(C=C(C=C3C(=C2C(=O)OC)OCC2=CC=CC=C2)Cl)Br)=N1